8-((4,6-difluoroindolin-1-yl)methyl)-N-methyl-2-morpholino-4-oxo-4H-chromene-6-carboxamide FC1=C2CCN(C2=CC(=C1)F)CC=1C=C(C=C2C(C=C(OC12)N1CCOCC1)=O)C(=O)NC